2-butyl-4-chloro-1-(4-chlorobenzyl)-1H-imidazole-5-carbaldehyde C(CCC)C=1N(C(=C(N1)Cl)C=O)CC1=CC=C(C=C1)Cl